1-bromo-2,4,6-tris(isocyanatomethyl)-3,5-dimethylbenzene BrC1=C(C(=C(C(=C1CN=C=O)C)CN=C=O)C)CN=C=O